(2R)-1-tert-butoxycarbonylindoline-2-carboxylic acid C(C)(C)(C)OC(=O)N1[C@H](CC2=CC=CC=C12)C(=O)O